(Z)-2-((1H-Pyrrolo[2,3-b]pyridine-3-carbonyl)imino)-N-methyl-3-phenyl-1,3-thiazinane-5-carboxamide N1C=C(C=2C1=NC=CC2)C(=O)\N=C\2/SCC(CN2C2=CC=CC=C2)C(=O)NC